Cl.C(CC1=CC=CC=C1)C1=CC=C(CCNC(=N)N)C=C1 1-(4-phenethylphenethyl)guanidine hydrochloride